4-methyl-1-(3,3,3-trifluoro-2-hydroxypropyl)-1,3-dihydro-2H-imidazol-2-one CC=1NC(N(C1)CC(C(F)(F)F)O)=O